CC(=NO)CC Ethyl methyl ketoxime